FC1=C(C=C(C=C1C)C1=C(C=C(C=C1C)C)C)[C@H](CC(=O)O)NC([C@H](CC(C)C)N1N=C(C=C(C1=O)C)CCN1CC(C1)F)=O (S)-3-(4-fluoro-2',4',5,6'-tetramethyl-[1,1'-biphenyl]-3-yl)-3-((S)-2-(3-(2-(3-fluoroazetidin-1-yl)ethyl)-5-methyl-6-oxopyridazin-1(6H)-yl)-4-Methylvalerylamino)propionic acid